ClC=1C=C(C=2CN(C(NC2C1)=O)CC)C=O 7-Chloro-3-ethyl-2-oxo-1,2,3,4-tetrahydroquinazoline-5-carbaldehyde